methyl 2-((4-(5-fluoro-4-(methoxymethoxy)pyrimidin-2-yl)cyclohex-3-en-1-yl)methyl)-1-(((S)-oxetan-2-yl)methyl)-1H-thieno[2,3-d]imidazole-5-carboxylate FC=1C(=NC(=NC1)C1=CCC(CC1)CC=1N(C2=C(N1)SC(=C2)C(=O)OC)C[C@H]2OCC2)OCOC